OCC(CO)(CO)NC(CC)S(=O)(=O)O [(2-hydroxy-1,1-bis[hydroxymethyl]ethyl)amino]-1-propanesulfonic acid